C1(=CC(=CC=C1)NC(=O)N)C1=CC=CC=C1 [1,1'-biphenyl]-3-yl-urea